2-((5-(9-(3-(imidazo[1,2-a]pyridin-2-yl)benzoyl)-3,9-diazaspiro[5.5]undec-3-Carbonyl)-2-methylphenyl)amino)naphthalene-1,4-dione N=1C(=CN2C1C=CC=C2)C=2C=C(C(=O)N1CCC3(CCN(CC3)C(=O)C=3C=CC(=C(C3)NC=3C(C4=CC=CC=C4C(C3)=O)=O)C)CC1)C=CC2